CC1(C2C3C4C=CC(C3C(C1)C2)C4)C#N 8-methyl-8-cyanotetracyclo[4.4.0.12,5.17,10]dodeca-3-ene